O1C(CCCC1)OC1=C(C=CC=C1[Li])C1=CC=CC=C1 2-((tetrahydro-2H-pyran-2-yl)oxy)-[1,1'-biphenyl]-3-yl-lithium